FC(C(C(F)(F)F)(O)C1=CC=C(C=C1)C1=C(C=C(C=C1)CN1[C@@H](CN(CC1)CC1=CC=NC=C1)CC(=O)OCCN)C)(F)F 2-aminoethyl (R)-2-(1-((4'-(1,1,1,3,3,3-hexafluoro-2-hydroxypropan-2-yl)-2-methyl-[1,1'-biphenyl]-4-yl)methyl)-4-(pyridin-4-ylmethyl)piperazin-2-yl)acetate